penta-adenosine diphosphate OP(O)(=O)OP(=O)(O)O.[C@@H]1([C@H](O)[C@H](O)[C@@H](CO)O1)N1C=NC=2C(N)=NC=NC12.[C@@H]1([C@H](O)[C@H](O)[C@@H](CO)O1)N1C=NC=2C(N)=NC=NC12.[C@@H]1([C@H](O)[C@H](O)[C@@H](CO)O1)N1C=NC=2C(N)=NC=NC12.[C@@H]1([C@H](O)[C@H](O)[C@@H](CO)O1)N1C=NC=2C(N)=NC=NC12.[C@@H]1([C@H](O)[C@H](O)[C@@H](CO)O1)N1C=NC=2C(N)=NC=NC12